3-methoxyl-methyl-butanol O(C)C(CC(O)C)C